((2,5-dimethylpyridin-4-yl)amino)-N-(1-(2-(2-methoxyethoxy)ethyl)-3-(pyridin-2-yl)-1H-pyrazol-4-yl)picolinamide formate C(=O)O.CC1=NC=C(C(=C1)NC=1C(=NC=CC1)C(=O)NC=1C(=NN(C1)CCOCCOC)C1=NC=CC=C1)C